FC(C1=C(C=CC(=C1)C1=C(C(=O)N)C=CC(=C1)N)C1=C(C=C(C=C1)C1=C(C(=O)N)C=CC(=C1)N)C(F)(F)F)(F)F (2,2'-bis(trifluoromethyl)-[1,1'-biphenyl]-4,4'-diyl)-bis(4-aminobenzamide)